[N+](=O)([O-])C=1C=C2C=CNC2=CC1 5-nitro-1H-indole